oxopentanoic acid O=C(C(=O)O)CCC